CCN1C=C(C(=O)C2=CC(=C(C=C21)N3CCNCC3)F)C=O 1-ethyl-6-fluoro-3-formyl-1,4-dihydro-4-oxo-7-piperazinylquinoline